C1(CC1)[C@@H](C(F)(F)F)NC(OC1=CC=CC=C1)=O Phenyl N-((S)-1-cyclopropyl-2,2,2-trifluoroethyl)carbamate